tert-butyl ((5S,8S,10aR)-3-(2-fluoroacetyl)-8-(((S)-1-(4-fluorophenyl)ethyl)carbamoyl)-6-oxodecahydropyrrolo[1,2-a][1,5]diazocin-5-yl)carbamate FCC(=O)N1CC[C@@H]2N(C([C@H](C1)NC(OC(C)(C)C)=O)=O)[C@@H](CC2)C(N[C@@H](C)C2=CC=C(C=C2)F)=O